Methyl 5-methylsulfonylpyridine-3-carboxylate CS(=O)(=O)C=1C=C(C=NC1)C(=O)OC